C(#N)C=1C(=NC(=CC1)C)[C@H]1C[C@H](C1)NC(=O)C=1N=NN(C1)[C@H](C)C=1C=NC(=C(C1C)C)N1C([C@@H]2C[C@@H]2C1)=O |o1:21| N-((cis)-3-(3-cyano-6-methylpyridin-2-yl)cyclobutyl)-1-((R or S)-1-(4,5-dimethyl-6-((1R,5S)-2-oxo-3-azabicyclo[3.1.0]hexan-3-yl)pyridin-3-yl)ethyl)-1H-1,2,3-triazole-4-carboxamide